(2S)-2-[4-bromo-2-(1,2-oxazol-5-yl)phenoxy]propionic acid BrC1=CC(=C(O[C@H](C(=O)O)C)C=C1)C1=CC=NO1